C1(CC1)C=1C=C2C(=CN1)O[C@]1(CN([C@H](C1)C)CC1=C(N=C(S1)NC(C)=O)F)C2 N-(5-(((2r,5's)-5-cyclopropyl-5'-methyl-3H-spiro[furo[2,3-c]pyridin-2,3'-pyrrolidin]-1'-yl)methyl)-4-fluorothiazol-2-yl)acetamide